C1(CC1)C1=C(C=CC(=C1)C(F)(F)F)NC(C(C)(C)N1N=CC(=C1)I)=O N-(2-cyclopropyl-4-(trifluoromethyl)phenyl)-2-(4-iodo-1H-pyrazol-1-yl)-2-methylpropionamide